1-(2,3-dihydro-4H-benzo[b][1,4]oxazin-4-yl)ethan-1-one O1C2=C(N(CC1)C(C)=O)C=CC=C2